NC1=C(C=2C(=NC(=C(N2)C2CC2)C([2H])([2H])[2H])N1C1=C(C(=CC=C1C)O)C)C(=O)N 6-amino-2-cyclopropyl-5-(3-hydroxy-2,6-dimethyl-phenyl)-3-(trideuteriomethyl)pyrrolo[2,3-b]pyrazine-7-carboxamide